CCCCCCCCCCCCCCC(=O)O[C@H](COC(=O)CCCCCCCCC/C=C\CCCCCCCCCC)COP(=O)(O)OC[C@H](CO)O 1-(11Z-docosenoyl)-2-pentadecanoyl-glycero-3-phospho-(1'-sn-glycerol)